2-amino-pyrrole NC=1NC=CC1